ClC1=CC(=C(C=C1)COC1=C(C=C(C(=N1)C(F)F)C(=O)N1CCC(CC1)S(=O)(=O)N(C)CC)C#N)F 1-[6-[(4-chloro-2-fluoro-phenyl)methoxy]-5-cyano-2-(difluoromethyl)pyridine-3-carbonyl]-N-ethyl-N-methyl-piperidine-4-sulfonamide